BrC(C(=O)NC1=NC=C(C=C1)OC1=C(C=C(C=C1)F)CN(C)C)C 2-bromo-N-(5-(2-((dimethylamino)methyl)-4-fluorophenoxy)pyridin-2-yl)propanamide